C(C)(=O)C1=C(C(=NC=C1)Cl)NC(OC(C)(C)C)=O tert-Butyl (4-acetyl-2-chloropyridin-3-yl)carbamate